C1(CC1)C1=NC=NC(=C1C1=NC=C(C(=N1)OCC1=CC=C(C=C1)C=1N(C=C(N1)C(F)(F)F)C)SC)OC 4'-cyclopropyl-6'-methoxy-4-((4-(1-methyl-4-(trifluoromethyl)-1H-imidazol-2-yl)benzyl)oxy)-5-(methylthio)-2,5'-bipyrimidine